COC(=O)[C@H]1N(C[C@@H](C1)OC(F)F)C(CNC(C1=CC(=CC=C1)NC1=C(C=C(C=C1)C)F)=O)=O.C(CCC)[Sn](C=1SC=CC1CCCCCCCC)(CCCC)CCCC tributyl-(3-octylthiophen-2-yl)stannane Methyl-(2S,4R)-4-(difluoromethoxy)-1-((3-((2-fluoro-4-methylphenyl)amino)benzoyl)glycyl)pyrrolidine-2-carboxylate